S1C2=C(C=C1)C(=CC=C2)N2CCN(CC2)CCCCOC2=CC=C1C=CC(N(C1=C2)COC(CCCCCCCCCCCCCCCCCCCCC)=O)=O Docosanoic acid 7-[4-(4-benzo[b]thiophen-4-ylpiperazin-1-yl)butoxy]-2-oxo-2H-quinolin-1-ylmethyl ester